ClC=1C(=NC(=CC1)OC[C@H](C)NS(=O)(=O)C(F)(F)F)CNC(C=C)=O N-[[3-chloro-6-[(2S)-2-(trifluoromethylsulfonylamino)propoxy]-2-pyridyl]methyl]propenamide